C1(CC1)CN1C(=CC2=CC=CC(=C12)CCN1N=CN=C1)C1=NC2=C(N1C)C(=CC(=C2)C(=O)N2[C@@H]1CC[C@H](C2)[C@H]1N)OC (1R,4R,7R)-2-{2-[1-(Cyclopropylmethyl)-7-[2-(1H-1,2,4-triazol-1-yl)ethyl]-1H-indol-2-yl]-7-methoxy-1-methyl-1H-1,3-benzodiazol-5-carbonyl}-2-azabicyclo[2.2.1]heptan-7-amin